C(#N)C1=C(C=CC=C1)C1=CC(OC2=CC(=CC=C12)O[C@@H](C(=O)N1CCCCC1)C)=O (3S)-1-[(2R)-2-[4-(2-cyanophenyl)-2-oxo-chromen-7-yl]oxypropanoyl]piperidine